Methyl ((1R,3R)-3-(6-((6-((4-cyanocyclohexyl)oxy)pyridin-2-yl)amino)-3-methyl-2-oxo-2,3-dihydro-1H-imidazo[4,5-c]pyridin-1-yl)cyclopentyl)carbamate C(#N)C1CCC(CC1)OC1=CC=CC(=N1)NC1=CC2=C(C=N1)N(C(N2[C@H]2C[C@@H](CC2)NC(OC)=O)=O)C